O=C1N(CCC(N1)=O)C1CCN(CC1)C1=CC=C(C=C1)CCC(=O)O 3-[4-[4-(2,4-dioxohexahydropyrimidin-1-yl)-1-piperidyl]phenyl]propanoic acid